tert-butyl (6-(4-acetyl-1H-imidazol-1-yl)-5-fluoropyridin-3-yl)carbamate C(C)(=O)C=1N=CN(C1)C1=C(C=C(C=N1)NC(OC(C)(C)C)=O)F